N,N'-bis(2-chloroethyl)urea C(CCl)NC(=O)NCCCl